The molecule is a tripeptide composed of two L-leucine units and glycine joined in sequence by peptide linkages. It has a role as a metabolite. It derives from a L-leucine and a glycine. CC(C)C[C@@H](C(=O)N[C@@H](CC(C)C)C(=O)NCC(=O)O)N